ClC1=CC=NC2=CC=C(C=C12)C1(CC1)[B-](F)(F)F.[K+] Potassium (1-(4-chloroquinolin-6-yl)cyclopropyl)-trifluoroborate